(S)-5-(2,5-dichloro-4-(5-(8-chloro-6-(trifluoromethyl)imidazo[1,2-a]pyridin-2-yl)-1,2,4-oxadiazol-3-yl)phenoxy)piperidin-2-one Platinum-Tin-Ruthenium [Ru].[Sn].[Pt].ClC1=C(O[C@H]2CCC(NC2)=O)C=C(C(=C1)C1=NOC(=N1)C=1N=C2N(C=C(C=C2Cl)C(F)(F)F)C1)Cl